N1=C(C=CC=C1)CNCC1=CC=C(C=C1)CN(C1CCCC=2C=CC=NC12)CCNCC1=CC2=CC=CC=C2C=C1 N-(2-pyridinylmethyl)-N'-[2-[(2-naphthalenylmethyl)amino]ethyl]-N'-(5,6,7,8-tetrahydro-8-quinolinyl)-1,4-benzenedimethanamine